2-chloro-4,6-dihydrospiro[cyclopenta[d]thiazole-5,4'-piperidine]-6-amine ClC=1SC2=C(N1)CC1(CCNCC1)C2N